{1-[4-(difluoromethyl)phenyl]-4-methyl-1H-1,2,3-triazol-5-yl}methanol FC(C1=CC=C(C=C1)N1N=NC(=C1CO)C)F